NC=1N=NC(=CC1OCC(C1=CC=CC=C1)NC(OC(C)(C)C)=O)Cl tert-butyl (2-((3-amino-6-chloropyridazin-4-yl)oxy)-1-phenylethyl)carbamate